CC1CC(CCN1)C1NCCCC1=O 2-(6-methyl-piperidin-4-yl)piperidin-3-one